(S)-N'-((4-cyano-2,6-diisopropylphenyl)carbamoyl)-6,7-dihydro-5H-pyrazolo[5,1-b][1,3]oxazine-3-sulfonimidamide C(#N)C1=CC(=C(C(=C1)C(C)C)NC(=O)N=[S@@](=O)(N)C=1C=NN2C1OCCC2)C(C)C